FC=1C=C(C(=C(C#N)C1)O)C1=CC2=C(NC(=N2)C)C=C1 5-fluoro-2-hydroxy-3-(2-methyl-1H-benzimidazol-5-yl)benzonitrile